[Ca].ON[C@@H](CCSC)C(=O)O |r| racemic-hydroxyl-methionine calcium